4-(3-methoxy-3-oxopropyl)-5-methyl-1-{[2-(trimethylsilyl)ethoxy]methyl}-1H-pyrazole-3-carboxylic acid methyl ester COC(=O)C1=NN(C(=C1CCC(=O)OC)C)COCC[Si](C)(C)C